D-glucopyranosylisoselenuronium chloride [Cl-].C1([C@H](O)[C@@H](O)[C@H](O)[C@H](O1)CO)NC([SeH])=[NH2+]